FC(C(=O)O)(F)F.N1CC(C1)COC1=C2C(N(C(C2=CC=C1)=O)C1C(NC(CC1)=O)=O)=O 4-(azetidin-3-ylmethoxy)-2-(2,6-dioxopiperidin-3-yl)isoindole-1,3-dione trifluoroacetate